tert-Butyl 3-(2-(dibenzylamino)-2-oxoethyl)-5-methoxy-1H-indole-1-carboxylate C(C1=CC=CC=C1)N(C(CC1=CN(C2=CC=C(C=C12)OC)C(=O)OC(C)(C)C)=O)CC1=CC=CC=C1